N-(3-cyano-5-(trifluoro-methyl)phenyl)-6-(pyrazolo[1,5-a]pyrazine-3-carbonyl)-4,5,6,7-tetra-hydrothieno[2,3-c]pyridine-3-carboxamide C(#N)C=1C=C(C=C(C1)C(F)(F)F)NC(=O)C1=CSC=2CN(CCC21)C(=O)C=2C=NN1C2C=NC=C1